ClC1=C(C(=C(C=C1OC)OC)Cl)C1=CC2=C(N=C(N=C2)N[C@H]2[C@H](COC2)NC(C=C)=O)C(=N1)OCC N-((3R,4S)-4-((6-(2,6-dichloro-3,5-di-methoxyphenyl)-8-ethoxypyrido[3,4-d]pyrimidin-2-yl)amino)tetrahydro-furan-3-yl)acrylamide